1-isopropyl-3-(6-(trifluoromethyl)pyridin-3-yl)-1,3,8-triazaspiro[4.5]decane-2,4-dione hydrochloride Cl.C(C)(C)N1C(N(C(C12CCNCC2)=O)C=2C=NC(=CC2)C(F)(F)F)=O